N-hydroxyethyl-N-cyanoethyl-aniline OCCN(C1=CC=CC=C1)CCC#N